7-(2-fluorophenyl)-4-methylquinolin-2(1H)-one FC1=C(C=CC=C1)C1=CC=C2C(=CC(NC2=C1)=O)C